C(C)(C)(C)OC(=O)N1CCN(CC1)C=1C=NC(=CC1)Cl.BrC=1C=C(N(C1)C1=CC=CC=C1)C(=O)C1=CC(=C(C(=C1)OC)OC)OC (4-bromo-1-phenyl-1H-pyrrol-2-yl)(3,4,5-trimethoxyphenyl)methanone tert-butyl-4-(6-chloropyridin-3-yl)piperazine-1-carboxylate